(±)-N-(3-chloro-4-cyanophenyl)-6,7,8,9-tetrahydro-5H-5,8-epiminocyclohepta[d]pyrimidine ClC=1C=C(C=CC1C#N)N1CN=CC2=C1CC1CCC2N1